CC1=NC2=C3C(=CC=C2C(=N1)N)OCCO3 methyl-8,9-dihydro-[1,4]dioxino[2,3-h]quinazolin-4-amine